2-(9-oxo-12-propyl-3-thia-1,10,11-triazatricyclo[6.4.0.02,6]dodeca-2(6),4,7,11-tetraen-10-yl)acetamide O=C1C2=CC=3C=CSC3N2C(=NN1CC(=O)N)CCC